CN(CCC1=CN=C(N1)NC1=NC(=CC(=N1)C)C1=CC=CC=C1)C N-(5-(2-(dimethylamino)ethyl)-1H-imidazol-2-yl)-4-methyl-6-phenylpyrimidin-2-amine